nerolidol E-acetate C(C)(=O)OC(C)(C=C)CCC=C(C)CCC=C(C)C